(-)-sodium benzilic acid salt C(C(O)(C1=CC=CC=C1)C1=CC=CC=C1)(=O)[O-].[Na+]